1-((isocyanatomethyl)sulfonyl)-4-methylbenzene N(=C=O)CS(=O)(=O)C1=CC=C(C=C1)C